(Z)-N-{[(propan-2-yloxy)carbonyl]imino}(propan-2-yloxy)carboxamide CC(C)OC(=O)\N=N/C(=O)OC(C)C